1-chloro-N-cyclopropyl-8-(4-isobutyrylpiperazin-1-yl)-3-(5-(trifluoromethyl)-1,3,4-thiadiazol-2-yl)imidazo[1,5-a]pyridine-6-sulfonamide ClC=1N=C(N2C1C(=CC(=C2)S(=O)(=O)NC2CC2)N2CCN(CC2)C(C(C)C)=O)C=2SC(=NN2)C(F)(F)F